C(C)(=O)C=1C=C(NC1)C(=O)NCC=1C=NC=CC1 4-acetyl-N-(pyridin-3-ylmethyl)-1H-pyrrole-2-carboxamide